5-(2,5-dimethyl-1,2,3,4-tetrahydroisoquinolin-7-yl)-3-(1-((4-fluoro-tetrahydro-2H-pyran-4-yl)methyl)-1H-pyrazol-4-yloxy)pyrazin-2-amine CN1CC2=CC(=CC(=C2CC1)C)C=1N=C(C(=NC1)N)OC=1C=NN(C1)CC1(CCOCC1)F